NC1=NC=CC(=C1[N+](=O)[O-])OC1=C(C=C(C=C1)NC(OC(C)(C)C)=O)F Tert-butyl (4-((2-amino-3-nitropyridine-4-yl)oxy)-3-fluorophenyl)carbamate